2,2,3,3-Tetramethyl-3,5,6,7-tetrahydrobenzofuran-4(2H)-on CC1(OC2=C(C1(C)C)C(CCC2)=O)C